C(C=C)OC=1C(=C(C(=O)O)C=CC1)[N+](=O)[O-] 3-(allyloxy)-2-nitrobenzoic acid